C(C1=CC=CC=C1)OC=1C=CC2=C(B(OC2CC(=O)OC(C)(C)C)O)C1 tert-butyl 2-(6-(benzyloxy)-1-hydroxy-1,3-dihydrobenzo[c][1,2]oxaborol-3-yl)acetate